methyl 3,3-dimethoxypropionate COC(CC(=O)OC)OC